Phenyl (E)-4-cyano-5-(((dimethylamino)methylene)amino)-1-(3-methoxy-2,6-dimethylphenyl)-1H-imidazole-2-carboxylate C(#N)C=1N=C(N(C1/N=C/N(C)C)C1=C(C(=CC=C1C)OC)C)C(=O)OC1=CC=CC=C1